FCC=1N=C(OC1C=O)C(C)(C)O (4-(fluoromethyl)-2-(2-hydroxypropan-2-yl)oxazol-5-yl)methanone